2-(2-chloro-3,6-difluorophenyl)-N-[4-(4-chloro-1H-pyrazol-1-yl)-3-sulfamoylphenyl]acetamide ClC1=C(C(=CC=C1F)F)CC(=O)NC1=CC(=C(C=C1)N1N=CC(=C1)Cl)S(N)(=O)=O